tert-butyl (1S,3aR,6aS)-1-((5-chloro-2,4-difluorophenyl)carbamoyl)hexahydrocyclopenta[c]pyrrole-2(1H)-carboxylate ClC=1C(=CC(=C(C1)NC(=O)[C@H]1N(C[C@H]2[C@@H]1CCC2)C(=O)OC(C)(C)C)F)F